ALPHA-(trifluoromethyl)-3-pyridinemethanamine dihydrochloride Cl.Cl.FC(C(N)C=1C=NC=CC1)(F)F